FC=1C=CC2=C(NC(=NS2(=O)=O)NCC2=NC=CC=C2F)C1OC1=CC=C(C#N)C=C1 4-((6-fluoro-3-(((3-fluoropyridin-2-yl)methyl)amino)-1,1-dioxido-4H-benzo[e][1,2,4]thiadiazin-5-yl)oxy)benzonitrile